(2S)-2-amino-3-[5-[bis(2-chloroethyl)amino]-1-methyl-benzimidazol-2-yl]propionic acid ethyl ester dihydrochloride Cl.Cl.C(C)OC([C@H](CC1=NC2=C(N1C)C=CC(=C2)N(CCCl)CCCl)N)=O